(4-iodo-5-methyl-2-pyridyl)hydrazine IC1=CC(=NC=C1C)NN